(2-((S)-1-(2,3-Difluorobenzyl)-5-oxopyrrolidin-2-yl)acetyl)-L-valine FC1=C(CN2[C@@H](CCC2=O)CC(=O)N[C@@H](C(C)C)C(=O)O)C=CC=C1F